FC(C(=O)O)(F)F.N[C@H](C(CN(CC#N)C[C@H]1C(NCC1)=O)O)CC(C)C 2-(((3S)-3-amino-2-hydroxy-5-methylhexyl)(((S)-2-oxopyrrolidin-3-yl)methyl)amino)acetonitrile trifluoroacetic acid salt